C(CC)N1C=CC2=CC=CC=C12 N-1-propyl-indole